(rel)-(1R,2R)-N-(isoquinolin-6-yl)-2-(4-(N-(piperidin-4-yl)sulfamoyl)phenyl)cyclopropane-1-carboxamide dihydrochloride Cl.Cl.C1=NC=CC2=CC(=CC=C12)NC(=O)[C@H]1[C@@H](C1)C1=CC=C(C=C1)S(NC1CCNCC1)(=O)=O |o1:15,16|